[Fe-3](C#N)(C#N)(C#N)(C#N)(C#N)C#N.[K+].[Pb+2] lead potassium ferricyanide